6-(hydroxymethyl)-1,4-oxazepan-4-carboxylic acid tert-butyl ester C(C)(C)(C)OC(=O)N1CCOCC(C1)CO